(2-(dimethylamino)ethylamino)-10-fluoro-12H-benzothiopyrano[2,3-c]Quinolin-12-one CN(CCNC1=C2C3=C(C=NC2=CC=C1)SC1=C(C3=O)C=C(C=C1)F)C